3,4,3',5'-tetramethoxyl-stilbene O(C)C=1C=C(C=CC1OC)C=CC1=CC(=CC(=C1)OC)OC